6-amino-2-chloronicotinonitrile NC1=NC(=C(C#N)C=C1)Cl